dipalmitoyl-carboxyethyl-hydroxyethyl-methyl-ammonium sulfate salt S(=O)(=O)([O-])[O-].C(CCCCCCCCCCCCCCC)(=O)C([NH+](CCO)CCC(=O)O)C(CCCCCCCCCCCCCCC)=O.C(CCCCCCCCCCCCCCC)(=O)C(C(CCCCCCCCCCCCCCC)=O)[NH+](CCC(=O)O)CCO